ethyl 4-((1-(2-cyanoacetyl)-4-methylpiperidin-3-yl)(methyl)amino)-1H-pyrrolo[2,3-b]pyridine-5-carboxylate C(#N)CC(=O)N1CC(C(CC1)C)N(C1=C2C(=NC=C1C(=O)OCC)NC=C2)C